O=C1NC(CC[C@@H]1N1C(C2=CC=C(C=C2C1)N1C[C@@H](CC1)C=O)=O)=O (R)-1-(2-((S)-2,6-dioxopiperidin-3-yl)-1-oxoisoindolin-5-yl)pyrrolidine-3-carbaldehyde